(+)-2-(2-((7-(3-(aminomethyl)phenyl)benzofuran-5-yl)methoxy)phenyl)-2-(cyclopropanecarboxamido)acetic acid NCC=1C=C(C=CC1)C1=CC(=CC=2C=COC21)COC2=C(C=CC=C2)C(C(=O)O)NC(=O)C2CC2